1-(2-morpholinoethyl)benzene-1,2-diamine O1CCN(CC1)CCC1(C(C=CC=C1)N)N